ClC=1C(=CC(=C(CN2[C@@H](CCCC2)C(=O)O)C1)OCC1=CC(=CC=C1)C#N)OCC=1C(=C(C=CC1)C1=C(C(=CC=C1)C=1OC(=NN1)CO)C)C (S)-1-(5-chloro-2-((3-cyanobenzyl)oxy)-4-((3'-(5-(hydroxymethyl)-1,3,4-oxadiazol-2-yl)-2,2'-dimethyl-[1,1'-biphenyl]-3-yl)methoxy)benzyl)piperidine-2-carboxylic acid